N-[5-[[(3R,4R)-4-[4-Chloro-2-(5-fluoro-2-pyridyl)-1H-imidazol-5-yl]-3-methyl-1-piperidyl]sulfonyl]pyrimidin-2-yl]acetamide ClC=1N=C(NC1[C@H]1[C@H](CN(CC1)S(=O)(=O)C=1C=NC(=NC1)NC(C)=O)C)C1=NC=C(C=C1)F